FC1=C(C=CC(=C1)F)C=1CCCC2=C(C1C1=CC=C(C=C1)CC1CN(C1)CCC(F)F)C=CC(=C2)C(=O)O 8-(2,4-difluorophenyl)-9-(4-((1-(3,3-difluoropropyl)azetidin-3-yl)methyl)phenyl)-6,7-dihydro-5H-benzo[7]annulene-3-carboxylic acid